sec-pentanoate C(C(=O)[O-])CCC